ClC=1C=CC(=C(C1)C1=NC2=NC=CN=C2C(=N1)NC1=CC=NC=C1)F (2-(5-chloro-2-fluorophenyl)pteridin-4-yl)pyridin-4-ylamine